2-[2-hydroxy-5-(acryloyloxyethyl)phenyl]-5-chloro-2H-benzotriazole OC1=C(C=C(C=C1)CCOC(C=C)=O)N1N=C2C(=N1)C=CC(=C2)Cl